(3-phenylpropyl)-4-(pyridin-3-yl)-1H-imidazole-1-carboxamide C1(=CC=CC=C1)CCCC=1N(C=C(N1)C=1C=NC=CC1)C(=O)N